2-(2-fluoro-3-(trifluoromethyl)phenyl)acetic acid FC1=C(C=CC=C1C(F)(F)F)CC(=O)O